N[C@@H]1CN(CCC1)C=1C=C(OC(C(=O)OC(C)(C)C)(C)C)C=CC1 tert-butyl (S)-2-(3-(3-aminopiperidin-1-yl) phenoxy)-2-methylpropionate